FC1(CCC(CC1)NNC(=O)OC(C)(C)C)F tert-butyl 2-(4,4-difluorocyclohexyl)hydrazine-1-carboxylate